(S)-1-(4-(benzyloxy)Methyl 5-methoxy-2-nitrobenzoyl)-4-methylenepyrrolidine-2-carboxylate C(C1=CC=CC=C1)OCC1=CC(=C(C(=O)N2[C@@H](CC(C2)=C)C(=O)[O-])C=C1OC)[N+](=O)[O-]